C(C)N1C(OCC2=C1N=CN=C2)=O 1-ethyl-1,4-dihydro-2H-pyrimido[4,5-d][1,3]oxazin-2-one